4-(5-Methyl-2-((1-(1,1,1-trifluoropropan-2-yl)-1H-pyrazol-4-yl)amino)pyrimidin-4-yl)benzoic Acid CC=1C(=NC(=NC1)NC=1C=NN(C1)C(C(F)(F)F)C)C1=CC=C(C(=O)O)C=C1